Cl.ClC1=C(C=CC=C1Cl)C=1C=C2C(=NNC2=CC1)NC(=O)C1CCN(CC1)C N-[5-(2,3-dichlorophenyl)-1H-indazol-3-yl]-1-methylpiperidine-4-carboxamide hydrochloride